6-amino-2,3,4-tri-methyl-benzoic acid NC1=CC(=C(C(=C1C(=O)O)C)C)C